[(1S,4Z)-cyclooct-4-en-1-yl]oxy-1-[4-(5-fluoro-2-pyridyl)piperazin-1-yl]ethanone [C@H]1(CC\C=C/CCC1)OCC(=O)N1CCN(CC1)C1=NC=C(C=C1)F